C(C1=CC(O)=C(O)C(O)=C1)(=O)[O-] Gallate